O=C1N(CCC2=CC(=CC=C12)NC(C=C)=O)CCCCC N-(1-oxo-2-pentyl-1,2,3,4-tetrahydroisoquinolin-6-yl)acrylamide